CC1=CN(C2=NC=CC(=C21)B2OC(C(O2)(C)C)(C)C)COCC[Si](C)(C)C 3-methyl-4-(4,4,5,5-tetramethyl-1,3,2-dioxaborolan-2-yl)-1-{[2-(trimethylsilyl)ethoxy]methyl}-1H-pyrrolo[2,3-b]pyridine